d-(-)-lactic acid C([C@H](O)C)(=O)O